C1(CC1)C1=NN=C(O1)C(C)N 1-(5-cyclopropyl-1,3,4-oxadiazol-2-yl)ethylamine